N-(3-(3,6-difluoropyridin-2-yl)-1-((1r,4r)-4-ethoxycyclohexyl)-1H-pyrazol-4-yl)-2-(1H-pyrazol-4-yl)thiazole-4-carboxamide hemi-tartrate salt C(=O)(O)C(O)C(O)C(=O)O.FC=1C(=NC(=CC1)F)C1=NN(C=C1NC(=O)C=1N=C(SC1)C=1C=NNC1)C1CCC(CC1)OCC.FC=1C(=NC(=CC1)F)C1=NN(C=C1NC(=O)C=1N=C(SC1)C=1C=NNC1)C1CCC(CC1)OCC